(5-bromo-2,3-difluorophenyl)thiourea BrC=1C=C(C(=C(C1)NC(=S)N)F)F